(R)-1-(4-acryloyl-2-methylpiperazin-1-yl)-6-benzyl-3-(4-methylpiperazin-1-yl)-5,6,7,8-tetrahydro-2,6-naphthyridine-4-carbonitrile C(C=C)(=O)N1C[C@H](N(CC1)C1=NC(=C(C=2CN(CCC12)CC1=CC=CC=C1)C#N)N1CCN(CC1)C)C